FC1=CC=C(C=C1)C(N1CCN(CC1)C=1C=C(C(=O)NCC(=O)N2[C@@H](CC(C2)(F)F)C#N)C=CN1)C1=CC=C(C=C1)F (S)-2-(4-(bis(4-fluorophenyl)methyl)piperazin-1-yl)-N-(2-(2-cyano-4,4-difluoropyrrolidin-1-yl)-2-oxoethyl)isonicotinamide